ClC=1C=C(C=NC1)C=1CCN(CC1)C(=O)OC(C)(C)C tert-Butyl 5-chloro-3',6'-dihydro-[3,4'-bipyridine]-1'(2'H)-carboxylate